6-(1-(1-(3-acryloyl-3,6-diazabicyclo[3.1.1]heptane-6-carbonyl)piperidin-4-yl)-1H-pyrazol-4-yl)-4-methoxypyrazolo[1,5-a]pyridine-3-carbonitrile C(C=C)(=O)N1CC2N(C(C1)C2)C(=O)N2CCC(CC2)N2N=CC(=C2)C=2C=C(C=1N(C2)N=CC1C#N)OC